ethyldithiopyridyl methacrylate C(C(=C)C)(=O)OC1=NC=CC=C1SSCC